ClC1=CC=C(C=C1)NC1=CC(=C(C=C1)NCCN1CCOCC1)C(F)(F)F N4-(4-chlorophenyl)-N1-(2-morpholinoethyl)-2-(trifluoromethyl)benzene-1,4-diamine